[N+]([O-])(=NC1(CC=C(OC)C=C1)N)C1(CC=C(OC)C=C1)N 4,4'-azoxydianisidine